2,3-dihydrobenzofuran-5-yl-propionic acid O1CCC2=C1C=CC(=C2)C(C(=O)O)C